(R)-2-fluoro-N-(8-methylisoquinolin-1-yl)-N-(piperidin-3-yl)-4-(pyrimidin-2-yloxy)benzamide FC1=C(C(=O)N([C@H]2CNCCC2)C2=NC=CC3=CC=CC(=C23)C)C=CC(=C1)OC1=NC=CC=N1